C(C(C)C)OC=1C=C(C=CC1)C1=CC=2C(=NC=CC2C=2C=C3C(=NNC3=CC2)N)N1 5-(2-(3-isobutoxyphenyl)-1H-pyrrolo[2,3-b]pyridin-4-yl)-1H-indazol-3-amine